amino-4-chloro-4''-(3-isopropylureido)-[1,1':3',1''-terphenyl]-5'-carboxamide NC1=C(C=CC(=C1)Cl)C1=CC(=CC(=C1)C(=O)N)C1=CC=C(C=C1)NC(=O)NC(C)C